O1C(C1)COC1=CC=C(C=O)C=C1 4-(oxiran-2-ylmethoxy)benzaldehyde